FC=1C=C(C=CC1)C(=O)C1=C(C2=C(S1)C=C(C=C2)O)OC2=CC=C(C=C2)OC2CN(C2)CCCF (3-fluorophenyl)(3-(4-((1-(3-fluoropropyl)azetidin-3-yl)oxy)phenoxy)-6-hydroxybenzo[b]thiophen-2-yl)methanone